N,N-diethyl-2-benzothiazolyl-sulfenamide ethyl-1-(2,2-dimethoxyethyl)-5,5-dimethyl-1,4,5,6-tetrahydrocyclopenta[b]pyrrole-2-carboxylate C(C)OC(=O)C1=CC2=C(N1CC(OC)OC)CC(C2)(C)C.C(C)N(SC=2SC1=C(N2)C=CC=C1)CC